2-Ethyl cyano-3,3-diphenylacrylate C(#N)C(C(=O)OCC)=C(C1=CC=CC=C1)C1=CC=CC=C1